N-{[6-(2,3a-diaza-5-indenyl)-5-chloro-2-indolyl]methyl}acetamide C=1N=CN2C=C(C=CC12)C1=C(C=C2C=C(NC2=C1)CNC(C)=O)Cl